(1R,4aR,4bR,10aR)-N-(6-aminopyrimidin-4-yl)-7-isopropyl-1,4a-dimethyl-N-(p-tolyl)-1,2,3,4,4a,4b,5,6,10,10a-decahydrophenanthrene-1-carboxamide NC1=CC(=NC=N1)N(C(=O)[C@@]1(CCC[C@@]2([C@H]3CCC(=CC3=CC[C@@H]12)C(C)C)C)C)C1=CC=C(C=C1)C